N-((1-(2-(dimethylamino)-2-oxoethyl)cyclohexyl)methyl)-4-((2-fluorophenyl)ethynyl)benzamide CN(C(CC1(CCCCC1)CNC(C1=CC=C(C=C1)C#CC1=C(C=CC=C1)F)=O)=O)C